(S)-tert-butyl (1-(4-(6-(3-(2-(diethylamino)ethyl)thioureido)quinolin-2-yl)piperazin-1-yl)-3-methyl-1-oxobutan-2-yl)carbamate C(C)N(CCNC(NC=1C=C2C=CC(=NC2=CC1)N1CCN(CC1)C([C@H](C(C)C)NC(OC(C)(C)C)=O)=O)=S)CC